4-((2S,5R)-2,5-diethylpiperazin-1-yl)-1-methyl-2-oxo-1,2-dihydropyrido[3,2-d]pyrimidine-6-carbonitrile C(C)[C@@H]1N(C[C@H](NC1)CC)C=1C2=C(N(C(N1)=O)C)C=CC(=N2)C#N